C12(CC3CC(CC(C1)C3)C2)C(=O)N2C3=C(NC1=C(C2)C=NN1C)C=CC=C3 ((3r,5r,7r)-Adamantan-1-yl)(1-methyl-4,10-dihydrobenzo[b]pyrazolo[3,4-e][1,4]diazepin-5(1H)-yl)methanone